(R)-5-[4-(5-fluoro-2,3-dihydrobenzofuran-7-yl)-2-hydroxy-4-methyl-2-trifluoromethyl-pentylamino]-2-methylquinoline FC=1C=C(C2=C(CCO2)C1)C(C[C@@](CNC1=C2C=CC(=NC2=CC=C1)C)(C(F)(F)F)O)(C)C